ClC=1C=C(C=CC1C(F)(F)F)NC(=O)N1[C@@H]2CC[C@H]1CC=1N=C(N=CC12)O (5R,8S)-N-(3-chloro-4-(trifluoromethyl)phenyl)-2-hydroxy-6,7,8,9-tetrahydro-5H-5,8-epiminocyclohepta[d]pyrimidine-10-carboxamide